2-(2-hydroxy-propan-2-yl)azetidine-1-carboxylic acid tert-butyl ester C(C)(C)(C)OC(=O)N1C(CC1)C(C)(C)O